2-(3,5-difluoro-4-((2-methyl-1H-benzo[d]imidazol-6-yl)methyl)phenyl)-3,5-dioxo-2,3,4,5-tetrahydro-1,2,4-triazine-6-carbonitrile FC=1C=C(C=C(C1CC=1C=CC2=C(NC(=N2)C)C1)F)N1N=C(C(NC1=O)=O)C#N